2-([1,1'-Biphenyl]-4-yl)-2-(2,3-dimethyl-1H-indol-6-yl)-2-(4-hydroxyphenyl)acetonitrile C1(=CC=C(C=C1)C(C#N)(C1=CC=C(C=C1)O)C1=CC=C2C(=C(NC2=C1)C)C)C1=CC=CC=C1